COC(C(=O)OCC1=CC=CC=C1)C(=O)OC(C)(C)C O1-benzyl O3-tert-butyl 2-methoxypropanedioate